2-(4-(2-(2,4-Dioxo-3-(4-(trifluoromethyl)phenyl)imidazolidin-1-yl)ethyl)-2,6-dimethylphenoxy)-2-methylpropionic acid O=C1N(CC(N1C1=CC=C(C=C1)C(F)(F)F)=O)CCC1=CC(=C(OC(C(=O)O)(C)C)C(=C1)C)C